N-(5-((6-((R)-3-(3'-fluoro-[1,1'-biphenyl]-3-yl)isoxazolidin-2-yl)pyrimidin-4-yl)amino)-2-(hexahydropyrrolo[1,2-a]pyrazin-2(1H)-yl)-4-methoxyphenyl)acrylamide FC=1C=C(C=CC1)C1=CC(=CC=C1)[C@@H]1N(OCC1)C1=CC(=NC=N1)NC=1C(=CC(=C(C1)NC(C=C)=O)N1CC2N(CC1)CCC2)OC